2-((27-((2,5-Dioxopyrrolidin-1-yl)oxy)-27-oxo-3,6,9,12,15,18,21,24-octaoxaheptacosyl)carbamoyl)-2-undecyltridecanedioic acid O=C1N(C(CC1)=O)OC(CCOCCOCCOCCOCCOCCOCCOCCOCCNC(=O)C(C(=O)O)(CCCCCCCCCCC(=O)O)CCCCCCCCCCC)=O